O=S.[In] indium oxysulfide